FC1(C(CNC1)CNC(=O)[C@H]1CN(C[C@H](O1)C)C1=C2C=CC=NC2=C(C=C1)C(F)(F)F)F (2R,6R)-N-[(4,4-difluoropyrrolidin-3-yl)methyl]-6-methyl-4-[8-(trifluoromethyl)-5-quinolinyl]morpholine-2-carboxamide